[C@H]12[C@H](C[C@H](CC1)C2)NC(COC2=CC=C1C=CC(=CC1=C2)C(CC(=O)OC)C2=CC1=C(OCCO1)C=C2C)=O Methyl 3-(7-(2-(((1S,2S,4R)-bicyclo[2.2.1]heptan-2-yl)amino)-2-oxoethoxy)naphthalen-2-yl)-3-(7-methyl-2,3-dihydrobenzo[b][1,4]dioxin-6-yl)propanoate